7-(5-(7-Ethyl-7H-imidazo[4,5-c]pyridazin-4-yl)-2-fluorophenyl)-8-methoxy-2-methyl-[1,2,4]triazolo[4,3-a]Pyridin-3(2H)-one C(C)N1C=NC2=C1N=NC=C2C=2C=CC(=C(C2)C2=C(C=1N(C=C2)C(N(N1)C)=O)OC)F